6-((R)-2-((3aS,5S,6aR)-5-(2,3-difluorophenoxy)-3a-hydroxyhexahydrocyclopenta[c]pyrrol-2(1H)-yl)-1-hydroxyethyl)-3,4-dihydroquinolin-2(1H)-one FC1=C(O[C@@H]2C[C@@]3([C@@H](CN(C3)C[C@H](O)C=3C=C4CCC(NC4=CC3)=O)C2)O)C=CC=C1F